NC=1C(=CC=2SCC[C@H]3N(C2N1)CCNC3)Br (R)-2-amino-3-bromo-6,7,7a,8,10,11-hexahydro-9H-pyrazino[1,2-d]pyrido[3,2-b][1,4]thiazepin